C(C1=CC=CC=C1)OC(CCS(=O)(=O)C1=NC(=CC(=N1)C=1C=CC(N(C1)CC1=CC(=C(C=C1)OC)OC)=O)C(F)(F)F)C1=CC=CC=C1 5-(2-((3-(benzyloxy)-3-phenylpropyl)sulfonyl)-6-(trifluoromethyl)pyrimidin-4-yl)-1-(3,4-dimethoxybenzyl)pyridin-2(1H)-one